2-cyclohexylethyltriethoxysilane C1(CCCCC1)CC[Si](OCC)(OCC)OCC